FC(C(=O)N1CCOCC1)(OC1=CC=C(C2=C1N=C(O2)N2CC1N(C(C2)C1)C(=O)OC(C)(C)C)C=1SC=CN1)F tert-Butyl 3-(4-(1,1-difluoro-2-morpholino-2-oxoethoxy)-7-(thiazol-2-yl)benzo[d]oxazol-2-yl)-3,6-diazabicyclo[3.1.1]heptane-6-carboxylate